CC1=CC=CC(=N1)C1=C(N=CN1)C=1C=C2C=C(C=NC2=CC1)C(=O)OC[C@@H]1NCCC1 [(2R)-pyrrolidin-2-yl]methyl 6-[5-(6-methyl-2-pyridyl)-1H-imidazol-4-yl]quinoline-3-carboxylate